C(C1=CC=CC=C1)OC1=NC=CC(=C1)[C@@H](CI)C1CC1 (S)-2-(benzyloxy)-4-(1-cyclopropyl-2-iodoethyl)pyridine